N=1N2C(C=NC1)=CN=C2 imidazo[5,1-f][1,2,4]Triazin